FC=1C=C(C(=O)NCC=2C=NC(=CC2)F)C=C(C1)CN1C(C2=CC=C(C=C2C=C1)C=1C(=NOC1)C)=O 3-Fluoro-N-((6-fluoropyridin-3-yl)methyl)-5-((6-(3-methylisoxazol-4-yl)-1-oxoisoquinolin-2(1H)-yl)methyl)benzamide